4-bromobenzo[d]thiazole BrC1=CC=CC2=C1N=CS2